1-phenyl-1H-benzo-[D]imidazole C1(=CC=CC=C1)N1C=NC2=C1C=CC=C2